C(C)(C)(C)OC(N([C@@H]1C[C@@H](N(C2=CC=CC=C12)C(CC)=O)C)C1=CC=C(C=C1)CN=[N+]=[N-])=O tert-butyl(4-(azidomethyl)phenyl)((2S,4R)-2-methyl-1-propionyl-1,2,3,4-tetrahydroquinolin-4-yl)carbamate